3,5-dichloroisatoic anhydride ClC1=C2C(C(=O)OC(N2)=O)=CC(=C1)Cl